C(C(=C)C)(=O)O.O=CC1=CC(OCC)=C(O)C=C1 Ethylvanillin Methacrylate